C(C)OC(CN1N=CC(=C1)I)=O 2-(4-iodo-1H-pyrazol-1-yl)acetic acid ethyl ester